(2E,4E)-4-(acetoxyimino)-4-(4-chlorophenyl)but-2-enoic acid ethyl ester C(C)OC(\C=C\C(\C1=CC=C(C=C1)Cl)=N/OC(C)=O)=O